3-(6-bromo-2-pyridinyl)-7-methoxy-6-[1-(trifluoromethyl)cyclopropyl]Imidazo[1,2-b]Pyridazine BrC1=CC=CC(=N1)C1=CN=C2N1N=C(C(=C2)OC)C2(CC2)C(F)(F)F